C(C)(C)(C)OC(=O)N1N=C(C2=CC=C(C=C12)[C@@H]1C[C@@]12C(N(C1=CC=C(C=C21)OC)C(=O)OC(C)(C)C)=O)NC2=NN(C=C2OC)C Tert-butyl (1R,2S)-2-(1-(tert-butoxycarbonyl)-3-[(4-methoxy-1-methylpyrazol-3-yl)amino]indazol-6-yl)-5'-methoxy-2'-oxospiro[cyclopropane-1,3'-indole]-1'-carboxylate